6-amino-2-(3,5-dichloro-4-((5,5-dimethyl-4-oxo-3,4,5,6,7,8-hexahydrophthalazin-1-yl)oxy)phenyl)-1,2,4-triazine-3,5(2H,4H)-dione NC=1C(NC(N(N1)C1=CC(=C(C(=C1)Cl)OC1=NNC(C=2C(CCCC12)(C)C)=O)Cl)=O)=O